CN1CC2(C1)CC(C2)C=2OC(=NN2)[C@@]21CN(C[C@]1(C2)C(F)(F)F)C2=C1C=CC=NC1=C(C=C2)C(F)(F)F 2-(2-methyl-2-azaspiro[3.3]heptan-6-yl)-5-((1S,5R)-5-(trifluoromethyl)-3-(8-(trifluoromethyl)quinolin-5-yl)-3-azabicyclo[3.1.0]hexan-1-yl)-1,3,4-oxadiazole